N-(2-(2-aminoethoxy)ethoxy)-4-((3-(2,3-difluoro-4-methoxy-phenyl)imidazo[1,2-a]pyrazin-8-yl)amino)-3-fluoro-2-methylbenzamide dihydrochloride Cl.Cl.NCCOCCONC(C1=C(C(=C(C=C1)NC=1C=2N(C=CN1)C(=CN2)C2=C(C(=C(C=C2)OC)F)F)F)C)=O